C(C1=CC=CC=C1)OC(=O)N[C@H]1CN(C[C@@H]([C@H]1O)F)C(=O)O |r| rac-(3S,4S,5S)-3-(((benzyloxy)carbonyl)amino)-5-fluoro-4-hydroxypiperidine-1-carboxylic acid